(1H-indazol-7-yl)((1S,4S,6R)-6-((5-(trifluoromethyl)pyridin-2-yl)amino)-2-azabicyclo[2.2.1]heptan-2-yl)methanone N1N=CC2=CC=CC(=C12)C(=O)N1[C@@H]2[C@@H](C[C@H](C1)C2)NC2=NC=C(C=C2)C(F)(F)F